3-[methyl-(2-nitrophenyl)sulfonyl-amino]butanoate CN(C(CC(=O)[O-])C)S(=O)(=O)C1=C(C=CC=C1)[N+](=O)[O-]